N-(8-isopropyl-5-((2R,3S)-2-methyl-3-((methanesulfonyl)methyl)azetidin-1-yl)quinazolin-2-yl)-2-(1-methyl-1H-pyrazol-4-yl)thiazol-5-amine C(C)(C)C=1C=CC(=C2C=NC(=NC12)NC1=CN=C(S1)C=1C=NN(C1)C)N1[C@@H]([C@H](C1)CS(=O)(=O)C)C